ClC=1C=C(C=CC1F)C(C=1NC(=CN1)S(=O)(=O)N1CCNCC1)C1=CC(=C(C=C1)F)Cl 1-((2-(bis(3-chloro-4-fluorophenyl)methyl)-1H-imidazol-5-yl)sulfonyl)piperazine